N,N-diethylpiperazine-1-carboxamide-6-d C(C)N(C(=O)N1CCNCC1[2H])CC